tert-Butyl 4-(4-(3-(cyclopropylethynyl)-4-(1-(5-fluoropyridin-2-yl)-2-methoxyethoxy)pyrazolo[1,5-a]pyridin-6-yl)-5-methyl-1H-1,2,3-triazol-1-yl)piperidine-1-carboxylate C1(CC1)C#CC=1C=NN2C1C(=CC(=C2)C=2N=NN(C2C)C2CCN(CC2)C(=O)OC(C)(C)C)OC(COC)C2=NC=C(C=C2)F